(R)-3-cyanocaproic acid C(#N)[C@@H](CC(=O)O)CCC